ClC1=C(C(=NC=C1)N)OC 4-chloro-3-methoxy-pyridin-2-amine